ClC1=C(C=CC(=C1)C(F)(F)F)N1CC(CC1)C=1C(=C(C(=O)O)C=CC1)F 3-(1-(2-Chloro-4-trifluoromethylphenyl)pyrrolidin-3-yl)-2-fluorobenzoic acid